3,3-diphenyl-L-alanine C1(=CC=CC=C1)C([C@H](N)C(=O)O)C1=CC=CC=C1